BrC1=C2C=CC=CC2=C(C2=CC=CC=C12)C1=CC=CC=2OC3=C(C21)C=CC(=C3)Cl (10-bromoanthracene-9-yl)-7-chlorodibenzofuran